3-((2-aminoethyl)amino)propionic acid NCCNCCC(=O)O